(2S,3R,4R,5S)-2-(hydroxymethyl)-1-(2-(pyridin-2-yl)ethyl)piperidine-3,4,5-triol OC[C@@H]1N(C[C@@H]([C@H]([C@@H]1O)O)O)CCC1=NC=CC=C1